6-{[5-(4-amino-quinazolin-6-yl)-thiophen-2-ylmethyl]-amino}-5-(3,4-difluoro-benzylcarbamoyl)-nicotinic acid methyl ester COC(C1=CN=C(C(=C1)C(NCC1=CC(=C(C=C1)F)F)=O)NCC=1SC(=CC1)C=1C=C2C(=NC=NC2=CC1)N)=O